BrC1=C(C=CC=C1)N1C=NN(C1=O)CSC1=CC(=C(OCC(=O)O)C=C1)C 2-(4-(((4-(2-Bromophenyl)-5-oxo-4,5-dihydro-1H-1,2,4-triazol-1-yl)meth-yl)thio)-2-methylphenoxy)acetic acid